FC1(CC(C1)N1N=C(C=2C1=NC(=NC2)NC=2N=CN(C2)C2=CC(=C(C(=C2)OC)OC)OC)C)F 1-(3,3-difluorocyclobutyl)-3-methyl-N-(1-(3,4,5-trimethoxyphenyl)-1H-imidazol-4-yl)-1H-pyrazolo[3,4-d]pyrimidin-6-amine